isopropyl 3-(3-acrylamido-2-methylphenyl)-2-(4-(2-(dimethylamino)ethoxy)phenyl)-1H-pyrrolo[2,3-b]pyridine-5-carboxylate C(C=C)(=O)NC=1C(=C(C=CC1)C1=C(NC2=NC=C(C=C21)C(=O)OC(C)C)C2=CC=C(C=C2)OCCN(C)C)C